Bis-Boc-carbamate C(=O)(OC(C)(C)C)N(C([O-])=O)C(=O)OC(C)(C)C